ClC=1C=2C(C(=NN1)N[C@H](C)C=1C(=C(C#N)C=CC1)C)=CN(C(C2)=O)C2CC2 (R)-3-(1-((1-chloro-6-cyclopropyl-7-oxo-6,7-dihydropyrido[3,4-d]pyridazin-4-yl)amino)ethyl)-2-methylbenzonitrile